N-(2-(1-hydroxy-1-(4-methoxyphenyl)ethyl)phenyl)-4-methylbenzenesulfonamide OC(C)(C1=CC=C(C=C1)OC)C1=C(C=CC=C1)NS(=O)(=O)C1=CC=C(C=C1)C